4-(3,8-dihydro-2H-furo[3,2-c]pyrrolo[3,2-f]quinolin-4-yl)phenol O1CCC=2C(=NC=3C=CC4=C(C3C21)C=CN4)C4=CC=C(C=C4)O